BrCC=1C=CC=2C3=C(C(NC2C1)=O)C=NN3 7-(bromomethyl)-1,5-dihydro-4H-pyrazolo[4,3-c]quinolin-4-one